bistriethoxysilyl-ethylene Potassium [K].C(C)O[Si](OCC)(OCC)C=C[Si](OCC)(OCC)OCC